CC(C[C@@H](B1OCCN(CC(O1)=O)C)NC([C@H](CC1=CC=CC=C1)NC(=O)C1=NC=CN=C1)=O)C N-((S)-1-(((R)-3-methyl-1-(6-methyl-4-oxo-1,3,6,2-dioxazaborocan-2-yl)butyl)amino)-1-oxo-3-phenylpropan-2-yl)pyrazine-2-carboxamide